N-[(3S,4S)-1-(2-hydroxyethyl)-3-methyl-4-piperidyl]-6-[3-(5-fluoro-4-mesyl-2-anisidino)-1-propynyl]-1-(2,2,2-trifluoroethyl)-1H-1,3-benzimidazole-4-carboxamide OCCN1C[C@@H]([C@H](CC1)NC(=O)C1=CC(=CC=2N(C=NC21)CC(F)(F)F)C#CCNC=2C(OC)=CC(=C(C2)S(=O)(=O)C)F)C